1-naphtholate aluminum [Al+3].C1(=CC=CC2=CC=CC=C12)[O-].C1(=CC=CC2=CC=CC=C12)[O-].C1(=CC=CC2=CC=CC=C12)[O-]